1-(2-ethylthiazolo[5,4-b]pyridin-5-yl)ethan-1-ol C(C)C=1SC2=NC(=CC=C2N1)C(C)O